C(C)N1N=C(C=C1)S(=O)(N)=NC(NC1=C2C(=NC3=C1CCC3)[C@@H](CC2)C)=O 1-Ethyl-N'-(((R)-3-methyl-1,2,3,5,6,7-hexahydrodicyclopenta[b,e]pyridin-8-yl)carbamoyl)-1H-pyrazole-3-sulfonimidamide